[K+].C(\C=C/CCCCCCCC)(=O)[O-] cis-2-undecenoic acid potassium salt